[3-[6-[3-(trifluoromethyl)pyrrolidin-1-yl]-3-pyridinyl]azetidin-1-yl]methanone FC(C1CN(CC1)C1=CC=C(C=N1)C1CN(C1)C=O)(F)F